C(C)C1([N+](=C(CC1)C)[O-])CC 2,2-diethyl-5-methyl-3,4-dihydro-2H-pyrrole-1-oxide